tert-butyl 4-(2-(3,7-bis(1-(tetrahydro-2H-pyran-2-yl)-1H-benzo[d][1,2,3]triazol-5-yl)-10H-benzo[b]pyrido[2,3-e][1,4]oxazin-10-yl)ethyl)piperazine-1-carboxylate O1C(CCCC1)N1N=NC2=C1C=CC(=C2)C2=CC1=C(N(C3=C(O1)C=C(C=C3)C3=CC1=C(N(N=N1)C1OCCCC1)C=C3)CCN3CCN(CC3)C(=O)OC(C)(C)C)N=C2